2-amino-6-chloro-4-fluoro-pyridin-3-ol NC1=NC(=CC(=C1O)F)Cl